C(C)(C)(C)C1(N=CC2=C(N1)C(=CN=C2N)C2=CC=C(C=C2)F)N 2-(tert-butyl)-8-(4-fluorophenyl)pyrido[4,3-d]pyrimidine-2,5-diamine